2,3-dichloro-1,4-anthracenedione ClC=1C(C2=CC3=CC=CC=C3C=C2C(C1Cl)=O)=O